The molecule is a member of the class of coumarins that is coumarin in which the hydrogen at position 3 is replaced by an acetyl group. CC(=O)C1=CC2=CC=CC=C2OC1=O